COC1=CC=C(C=C1)SC(CCCNS(=O)(=O)C1=CC=C(C=C1)C)CCCC N-(4-((4-methoxyphenyl)thio)octyl)-4-methylbenzenesulfonamide